ClC1=NC(=CC(=N1)N1CCN(CC1)C(=O)OC(C)(C)C)N1CCN(CC1)C(=O)OC(C)(C)C di-tert-butyl 4,4'-(2-chloropyrimidine-4,6-diyl)dipiperazine-1-carboxylate